allyl butyl malonate C(CC(=O)OCCCC)(=O)OCC=C